C1(CC1)N1N=CC(=C1)C=1C=CC=2N(C1)N=CC2I 6-(1-cyclopropylpyrazol-4-yl)-3-iodopyrazolo[1,5-a]pyridine